{4-[5-(4-Fluorophenyl)-1H-pyrazol-3-yl]phenyl}(morpholin-4-yl)methanone FC1=CC=C(C=C1)C1=CC(=NN1)C1=CC=C(C=C1)C(=O)N1CCOCC1